CN(C1CCC(CC1)NC=1N=CC2=C(N1)C1(C(N(C2)C2=CC(=C(C=C2)NS(=O)(=O)CC2=CC=C(C=C2)F)F)=O)CCCC1)C N-(4-(2'-(((1r,4r)-4-(dimethylamino)cyclohexyl)amino)-7'-oxo-5'H-spiro[cyclopentane-1,8'-pyrido[4,3-d]pyrimidin]-6'(7'H)-yl)-2-fluorophenyl)-1-(4-fluorophenyl)methanesulfonamide